Tert-butyl-((1S,3S)-3-(iodomethyl)cyclobutoxy)dimethylsilane C(C)(C)(C)[Si](C)(C)OC1CC(C1)CI